(3S)-N-cyclopropyl-3-{[(3S,6S)-1,1-difluoro-5-(4-methoxy-1H-indole-2-carbonyl)-5-azaspiro[2.4]heptan-6-yl]formamido}-2-hydroxy-4-[(3S)-2-oxopiperidin-3-yl]butanamide C1(CC1)NC(C([C@H](C[C@H]1C(NCCC1)=O)NC(=O)[C@H]1N(C[C@@]2(CC2(F)F)C1)C(=O)C=1NC2=CC=CC(=C2C1)OC)O)=O